ClC=1OC=2C(=NC=CC2)N1 2-chlorooxazolo[4,5-b]pyridine